O[C@H]1C[C@H](N(C1)C(=O)C1=CC(=NC=C1)C(=O)N)C 4-((2R,4S)-4-hydroxy-2-methylpyrrolidine-1-carbonyl)picolinamide